tin trifluoroborate B(F)(F)F.[Sn]